6-(1-(8-Cyclobutyl-8-azabicyclo[3.2.1]octan-3-yl)piperidin-4-yl)-1-cyclopropyl-4-fluoro-2-(4-(methylsulfonyl)phenyl)-1H-benzo[d]imidazol C1(CCC1)N1C2CC(CC1CC2)N2CCC(CC2)C=2C=C(C1=C(N(C(=N1)C1=CC=C(C=C1)S(=O)(=O)C)C1CC1)C2)F